(S)-(2-(methyl-(tetrahydrofuran-3-yl)amino)pyrimidin-5-yl)boronic acid CN(C1=NC=C(C=N1)B(O)O)[C@@H]1COCC1